7-oxo-4-thia-1-aza-bicyclo[3.2.0]heptane-3-carboxylic acid O=C1CC2SC(CN12)C(=O)O